N2-[3-[5-(cyclopropoxy)-2-pyridyl]-1,2,4-thiadiazol-5-yl]-N3,N3-dimethyl-pyridine-2,3-diamine C1(CC1)OC=1C=CC(=NC1)C1=NSC(=N1)NC1=NC=CC=C1N(C)C